(6aR,12bS)-(+)-N-butyl-3-methyl-10-iodo-11-hydroxy-5,6,6a,7,8,12b-hexahydrobenzo[a]phenanthridine C(CCC)N1[C@@H]2CCC3=C([C@H]2C=2C=CC(=CC2C1)C)C=C(C(=C3)I)O